1-(4-(4-((4-chloro-5-phenoxypyridin-2-yl)amino)quinazolin-6-yl)piperazin-1-yl)prop-2-en-1-one ClC1=CC(=NC=C1OC1=CC=CC=C1)NC1=NC=NC2=CC=C(C=C12)N1CCN(CC1)C(C=C)=O